tert-butyl 1-(trifluoromethyl)-2,7-diazaspiro[3.5]nonane-7-carboxylate FC(C1NCC12CCN(CC2)C(=O)OC(C)(C)C)(F)F